Butyl 2-(3-bromo-5-methoxyphenyl)-7-azaspiro[3.5]nonane-7-carboxylate BrC=1C=C(C=C(C1)OC)C1CC2(C1)CCN(CC2)C(=O)OCCCC